O(C1=CC=CC=C1)C1=CC=C(C(=O)O)C=C1NCCCC 4-phenoxy-5-n-butylaminobenzoic acid